Cl.NCCCCC1=CC2=C(N(C(N2C)=O)N2C(CCCC2=O)=O)C=C1 [5-(4-aminobutyl)-3-methyl-2-oxo-1,3-benzodiazol-1-yl]piperidine-2,6-dione hydrochloride